N1=C(SC2=C1C1=C(C=C2)OCC1)N1C(N[C@@H]2[C@H]1C[C@@H]([C@H]2N(C)C)CF)=O (3aR,4R,5S,6aR)-1-(7,8-dihydrofuro[3,2-e][1,3]-benzothiazol-2-yl)-4-(dimethylamino)-5-(fluoromethyl)hexahydrocyclopenta[d]imidazol-2(1H)-one